COCCCOC1=CC=2[C@@H]3N(N4C(C2C=C1OS(=O)(=O)C(F)(F)F)=CC(C(=C4)C(=O)OCC)=O)C(CC3)(C)C ethyl (R)-12-(3-methoxypropoxy)-3,3-dimethyl-8-oxo-11-(((trifluoromethyl)-sulfonyl)oxy)-2,3,8,13b-tetrahydro-1H-pyrido[2,1-a]pyrrolo[1,2-c]phthalazine-7-carboxylate